C(C1=CC=CC=C1)N1CCN(CC1)C1=CC=C(C=C1)C=1NC=2C=CC=C(C2C1)C(=O)N 2-(4-(4-benzyl-piperazin-1-yl)-phenyl)-1H-indol-4-carboxamid